OCC1=CC(=NO1)C1=CC=C(C=C1)C1=CC(=CC2=CC(=CC=C12)C1=CC=C(C=C1)C(F)(F)F)C(=O)OCC(=O)N(C)C 2-(Dimethylamino)-2-oxoethyl 4-(4-(5-(hydroxymethyl)isoxazol-3-yl)phenyl)-7-(4-(trifluoromethyl)phenyl)-2-naphthoate